FC(C(=O)N1CC(C1)N1N=C(C2=NC=CC(=C21)C2=CN=C(S2)C)C2=CC=C(C=C2)C(F)(F)F)=C 2-fluoro-1-(3-(7-(2-methylthiazol-5-yl)-3-(4-(trifluoromethyl)phenyl)-1H-pyrazolo[4,3-b]pyridin-1-yl)azetidin-1-yl)prop-2-en-1-one